tert-butyl(4-(4-amino-6-bromo-5-(quinolin-3-yl)-7H-pyrrolo[2,3-d]pyrimidin-7-yl)bicyclo[2.2.1]heptan-1-yl)carbamate C(C)(C)(C)OC(NC12CCC(CC1)(C2)N2C(=C(C1=C2N=CN=C1N)C=1C=NC2=CC=CC=C2C1)Br)=O